N=1SN=C2C1C=CC=C2C(=O)O 2,1,3-benzothiadiazole-4-carboxylic acid